tert-butyl ((1S,2S,4R)-rel-7-(4'-cyano-3'-fluoro-6-(6-fluoro-1-methyl-1H-indol-5-yl)-[1,1'-biphenyl]-3-carbonyl)-7-azabicyclo[2.2.1]heptan-2-yl)carbamate C(#N)C1=C(C=C(C=C1)C1=CC(=CC=C1C=1C=C2C=CN(C2=CC1F)C)C(=O)N1[C@@H]2[C@H](C[C@H]1CC2)NC(OC(C)(C)C)=O)F |o1:28,29,31|